9,9'-(3',5'-dichloro-[1,1'-biphenyl]-2,6-diyl)bis(9H-carbazole) ClC=1C=C(C=C(C1)Cl)C1=C(C=CC=C1N1C2=CC=CC=C2C=2C=CC=CC12)N1C2=CC=CC=C2C=2C=CC=CC12